C(=CC=CC=CCCCCCCCCCCCC)O (9Z,12Z,15Z)-octadecatrienol